7-fluoro-2,3-dihydro-[1,4]dioxino[2,3-b]pyridine FC=1C=C2C(=NC1)OCCO2